C(#N)/C(/C(=O)N(CC(=O)O)C)=C(/O)\C1=CC(=C(C(=C1)[N+](=O)[O-])O)O (Z)-N-(2-cyano-3-(3,4-dihydroxy-5-nitrophenyl)-3-hydroxyacryloyl)-N-methylglycine